N-(4-chloro-2-methoxyphenyl)-7-methyl-quinolin-4-amine ClC1=CC(=C(C=C1)NC1=CC=NC2=CC(=CC=C12)C)OC